furane-2,5-dicarbaldehyde O1C(=CC=C1C=O)C=O